COC=1C=C(C=CC(=O)[O-])C=CC1OC 3,4-dimethoxycinnamate